(2R)-N-[3-(5-fluoropyrimidin-2-yl)-4-methylphenyl]-1-pyridin-2-ylpyrrolidine-2-carboxamide FC=1C=NC(=NC1)C=1C=C(C=CC1C)NC(=O)[C@@H]1N(CCC1)C1=NC=CC=C1